4-(7-chloro-3-(2,6-dichloro-3,5-dimethoxyphenyl)-2,6-naphthyridin-1-yl)-2,6-dimethylmorpholine ClC1=NC=C2C=C(N=C(C2=C1)N1CC(OC(C1)C)C)C1=C(C(=CC(=C1Cl)OC)OC)Cl